methyl 2-(1-(1-(6-chloropyridin-2-yl) piperidin-4-yl) ethyl)-1-(((S)-oxetan-2-yl) methyl)-1H-benzo[d]imidazole-6-carboxylate ClC1=CC=CC(=N1)N1CCC(CC1)C(C)C1=NC2=C(N1C[C@H]1OCC1)C=C(C=C2)C(=O)OC